(2R,5S,13aR)-7,9-dioxo-10-((2,4,6-trifluorobenzyl)carbamoyl)-2,3,4,5,7,9,13,13a-octahydro-2,5-Methanopyrido[1',2':4,5]pyrazino[2,1-b][1,3]oxazepin-8-olate O=C1C=2N(C[C@H]3O[C@@H]4CC[C@H](N31)C4)C=C(C(C2[O-])=O)C(NCC2=C(C=C(C=C2F)F)F)=O